3-Chloropentan ClC(CC)CC